C(#N)C1=CC(=NC=C1)NC(C1=C(C=CC=C1)F)=O N-(4-cyanopyridin-2-yl)-2-fluorobenzamide